N1(N=CC=C1)CCCCN1C=C(C2=CC(=CC(=C12)F)C)F 1-(4-(1H-pyrazol-1-yl)butyl)-3,7-difluoro-5-methyl-indole